2-(4-(((3S,4R)-4-(4-fluorophenyl)piperidin-3-yl)methoxy)phenoxy)ethan-1-amine hydrochloride Cl.FC1=CC=C(C=C1)[C@H]1[C@@H](CNCC1)COC1=CC=C(OCCN)C=C1